The molecule is a squaraine dye having two 4-dimethylaminophenyl substituents attached to the cyclobutane ring. It has a role as a squaraine dye and a fluorochrome. It is a dimethylaniline and a squaraine. CN(C)C1=CC=C(C=C1)C2=C(C(=C3C=CC(=[N+](C)C)C=C3)C2=O)[O-]